FC=1C=C(C=CC1N1CCOCC1)N1C(O[C@H](C1)CNC(C1=CC(=C(C=C1)O)O)=O)=O (S)-N-((3-(3-fluoro-4-morpholinophenyl)-2-oxooxazolidin-5-yl)methyl)-3,4-dihydroxybenzamide